NC1=CC=C(C=C1)N=C=NC1=CC=C(C=C1)N di(p-aminophenyl)carbodiimide